N-(3-(2-cyclohexyl-6-methylpyridin-4-yl)-4-(2,4-difluorophenoxy)phenyl)ethanesulfonamide C1(CCCCC1)C1=NC(=CC(=C1)C=1C=C(C=CC1OC1=C(C=C(C=C1)F)F)NS(=O)(=O)CC)C